ClC=1C(=CC=C2C(=C(N3C(C12)=NC=N3)C(=O)NCC(=O)O)O)OC3=CC=CC=C3 (10-Chloro-6-hydroxy-9-phenoxy-[1,2,4]triazolo[5,1-a]isoquinoline-5-carbonyl)glycine